4-bromo-3-fluoro-N,N-dimethylbenzamide BrC1=C(C=C(C(=O)N(C)C)C=C1)F